BrCC1=CC(=NC=C1)C#N 4-(bromomethyl)picolinonitrile